ClC=1C=C2CC3(C(NC2=C(C1)Cl)=O)CCNCC3 6',8'-dichloro-1'H,4'H-spiro[piperidine-4,3'-quinolin]-2'-one